N-((S)-1-(6-((3R,5S)-3,5-dimethylpiperazin-1-yl)pyridin-2-yl)ethyl)-5-(tetrahydro-2H-pyran-4-yl)-7H-pyrrolo[2,3-d]pyrimidin-4-amine C[C@@H]1CN(C[C@@H](N1)C)C1=CC=CC(=N1)[C@H](C)NC=1C2=C(N=CN1)NC=C2C2CCOCC2